NCC=1C(=C(C=CC1)C=1C=CC2=C(C(=C(O2)CC)COC2=C(C=CC(=C2)OC)CC(=O)O)C1)F 2-(2-((5-(3-(aminomethyl)-2-fluorophenyl)-2-ethylbenzofuran-3-yl)methoxy)-4-methoxyphenyl)acetic acid